C1(CC1)[C@H](C)N1C(C2=C(C=C(C=C2C1)C#C)C(F)(F)F)=O (S)-2-(1-cyclopropylethyl)-5-ethynyl-7-(trifluoromethyl)isoindolin-1-one